C1(CC1)NC1=NC=CC(=N1)O[C@@H]1CN(C[C@H]1F)CC(=O)NC=1C=CC=C2C(=CNC12)C1=NC(=NC=C1C)NC1=NN(C(=C1)C)C 2-((3R,4R)-3-((2-(cyclopropylamino)pyrimidin-4-yl)oxy)-4-fluoropyrrolidin-1-yl)-N-(3-(2-((1,5-dimethyl-1H-pyrazol-3-yl)amino)-5-methylpyrimidin-4-yl)-1H-indol-7-yl)acetamide